C(N)(=N)C=1C=C(SC1)[C@@H](C)NC(=O)[C@H]1N(C[C@@H](C1)S(=O)(=O)C)C(CNC(C1=CC=C(C=C1)OC1=CC=C(C=C1)F)=O)=O (2S,4R)-N-((R)-1-(4-carbamimidoylthiophen-2-yl)ethyl)-1-((4-(4-fluorophenoxy)benzoyl)glycyl)-4-(methylsulfonyl)pyrrolidine-2-carboxamide